(S)-3-(1-ethyl-2-(2-(1-methoxyethyl)-5-(piperazin-1-yl)pyridin-3-yl)-5-(4,4,5,5-tetramethyl-1,3,2-dioxaborolan-2-yl)-1H-indol-3-yl)-2,2-dimethylpropan-1-ol C(C)N1C(=C(C2=CC(=CC=C12)B1OC(C(O1)(C)C)(C)C)CC(CO)(C)C)C=1C(=NC=C(C1)N1CCNCC1)[C@H](C)OC